5-((S)-1-(1-(1-(5-(trifluoromethyl)pyrimidin-2-yl)piperidin-4-yl)-2-oxopyrrolidin-3-yloxy)propan-2-ylamino)-2-(4-methoxybenzyl)-4-(trifluoromethyl)pyridazin-3(2H)-one FC(C=1C=NC(=NC1)N1CCC(CC1)N1C(C(CC1)OC[C@H](C)NC1=C(C(N(N=C1)CC1=CC=C(C=C1)OC)=O)C(F)(F)F)=O)(F)F